4-(1-methyl-1H-indol-3-yl)-pyrrole-2,5-dione CN1C=C(C2=CC=CC=C12)C1=CC(NC1=O)=O